tert-butyl 4-(4-bromo-5-chloro-2-fluorophenyl)piperazine-1-carboxylate BrC1=CC(=C(C=C1Cl)N1CCN(CC1)C(=O)OC(C)(C)C)F